Cl.NC([C@H](C[C@H]1C(NCC1)=O)NC(=O)[C@H]1N[C@@H]2CC([C@H]1CC2)(F)F)=O (1S,3S,4S)-N-[(1S)-2-amino-2-oxo-1-[[(3S)-2-oxopyrrolidin-3-yl]methyl]ethyl]-5,5-difluoro-2-azabicyclo[2.2.2]octane-3-carboxamide hydrochloride